silane compound with water O.[SiH4]